ClC=1C=CC2=C([C@@H](C[C@@H](O2)C(=O)NC23C[C@@H](C(CC2)(CC3)NC(=O)C=3SC=C(N3)C)O)O)C1 N-[(2S)-4-{[(2R,4R)-6-chloro-4-hydroxy-3,4-dihydro-2H-1-benzopyran-2-carbonyl]amino}-2-hydroxybicyclo[2.2.2]octan-1-yl]-4-methyl-1,3-thiazole-2-carboxamide